N1=CC(=CC=C1)C1=NC(=NC=C1)C(=O)N pyridin-3-yl-pyrimidine-2-carboxamide